((3S)-5-fluoro-1'-(3-iodo-1-(tetrahydro-2H-pyran-2-yl)-1H-pyrazolo[3,4-b]pyrazin-6-yl)-1,3-dihydrospiro[inden-2,4'-piperidin]-3-yl)carbamic acid tert-butyl ester C(C)(C)(C)OC(N[C@@H]1C2=CC(=CC=C2CC12CCN(CC2)C2=CN=C1C(=N2)N(N=C1I)C1OCCCC1)F)=O